N1(CCC1)CC=1C(=NN(C1)C1=NC=NC=C1)C1=CC=CC=C1 4-(4-(azetidin-1-ylmethyl)-3-phenyl-1H-pyrazol-1-yl)pyrimidin